2-(3-(3-benzoylamino-4-fluorophenyl)-5-(cyclopropylmethyl)-4-(3-fluoro-4-sulfamoylbenzyl)-1H-pyrazol-1-yl)thiazole-4-carboxylic acid C(C1=CC=CC=C1)(=O)NC=1C=C(C=CC1F)C1=NN(C(=C1CC1=CC(=C(C=C1)S(N)(=O)=O)F)CC1CC1)C=1SC=C(N1)C(=O)O